2-[5-Amino-6-[5-[1-benzyloxy-5-(methylamino)-1-(trifluoromethyl)pentyl]-1,3,4-oxadiazol-2-yl]-3-(trifluoromethyl)-2-pyridyl]acetic Acid NC=1C=C(C(=NC1C=1OC(=NN1)C(CCCCNC)(C(F)(F)F)OCC1=CC=CC=C1)CC(=O)O)C(F)(F)F